[Br-].CC ethane bromide salt